C(C)C1(C(NCC1)=O)CN1C(C2=CC=CC=C2C1=O)=O 2-((3-Ethyl-2-oxopyrrolidin-3-yl)methyl)isoindoline-1,3-dione